OCC1=CC=CC2=C1NC(=N2)C(=O)O 7-(hydroxymethyl)-1H-benzimidazole-2-carboxylic acid